2-methoxy-5-methyl-4-(4-(4-ethylpiperazin-1-yl)piperidin-1-yl)aniline COC1=C(N)C=C(C(=C1)N1CCC(CC1)N1CCN(CC1)CC)C